difluorodiketone imine FC(C(F)=N)=O